(Z)-1-acetyl-3-[(3-fluorocyclobutyl)methylene]piperazine-2,5-dione C(C)(=O)N1C(/C(/NC(C1)=O)=C/C1CC(C1)F)=O